4,4,5,5-tetramethyl-2-(2-(2,2,2-trifluoroethyl)phenyl)-1,3,2-dioxaborolane CC1(OB(OC1(C)C)C1=C(C=CC=C1)CC(F)(F)F)C